2-chloro-4-[[4-[[(1S)-2-hydroxy-1-phenyl-ethyl]amino]-5-(1H-tetrazol-5-yl)pyrimidin-2-yl]amino]-N-methyl-benzamide ClC1=C(C(=O)NC)C=CC(=C1)NC1=NC=C(C(=N1)N[C@H](CO)C1=CC=CC=C1)C1=NN=NN1